4-(4-fluoro-2,6-dimethylphenoxy)benzenesulfonamide FC1=CC(=C(OC2=CC=C(C=C2)S(=O)(=O)N)C(=C1)C)C